tert-butyl 4-(2-(benzofuran-6-yl)-5-ethyl-7-oxo-4-(2-oxo-2-((4-(pentafluoro-λ6-sulfaneyl)phenyl)amino)ethyl)-4,7-dihydro-[1,2,4]triazolo[1,5-a]pyrimidin-6-yl)piperazine-1-carboxylate O1C=CC2=C1C=C(C=C2)C2=NN1C(N(C(=C(C1=O)N1CCN(CC1)C(=O)OC(C)(C)C)CC)CC(NC1=CC=C(C=C1)S(F)(F)(F)(F)F)=O)=N2